SC(CSCC)C (2-mercaptopropylthiomethyl)methane